tert-butyl (10-(((S)-1-((2S,4R)-4-hydroxy-2-((4-(4-methylthiazol-5-yl)benzyl)carbamoyl)pyrrolidin-1-yl)-3,3-dimethyl-1-oxobutan-2-yl)amino)-10-oxodecyl)carbamate O[C@@H]1C[C@H](N(C1)C([C@H](C(C)(C)C)NC(CCCCCCCCCNC(OC(C)(C)C)=O)=O)=O)C(NCC1=CC=C(C=C1)C1=C(N=CS1)C)=O